NCC(=O)[O-] GLYCINATE